C1(CC1)NC(=O)C=1C2=C(SC1)C(C(CC2)C2=CC=CC=C2)=O N-cyclopropyl-7-oxo-6-phenyl-4,5,6,7-tetrahydrobenzo[b]thiophene-3-carboxamide